N1C[C@H](OCC1)C1=CC=C(C=C1)NC(C1=CN=C(C=C1)OCC(F)(F)F)=O (R)-N-(4-(Morpholin-2-yl)phenyl)-6-(2,2,2-trifluoroethoxy)nicotinamide